NC=1C2=C(N(CN1)C1=C3C=CN=C(C3=CC=C1C)CC1=C(C=CC=C1)C(F)(F)F)C=CS2 4-Amino-N-(6-methyl-1-(2-(trifluoromethyl)benzyl)isoquinolin-5-yl)thieno[3,2-d]pyrimidine